2,2,2-trifluoro-1-(4-((2-fluoropyridin-4-yl)methyl)-1-((2-(trimethylsilyl)ethoxy)methyl)imidazol-2-yl)ethanol FC(C(O)C=1N(C=C(N1)CC1=CC(=NC=C1)F)COCC[Si](C)(C)C)(F)F